3-phenyl-N-phenylhexanamide C1(=CC=CC=C1)C(CC(=O)NC1=CC=CC=C1)CCC